NC1=C(C=CC(=C1)OC)C1=C(C=NN1C1OCCCC1)N 5-(2-amino-4-methoxyphenyl)-1-(tetrahydro-2H-pyran-2-yl)-1H-pyrazol-4-amine